ClC=1C=C(C(=O)N2CCC3(CN4N([C@@H](CC4)C4=CC(=CC(=C4)F)F)C3=O)CC2)C=C(C1)F (S)-1-(3-chloro-5-fluorobenzoyl)-7'-(3,5-difluorophenyl)dihydro-1'H,3'H,5'H-spiro[piperidine-4,2'-pyrazolo[1,2-a]pyrazol]-1'-one